C(CCC)N1C2=CC=CC=C2SC=2C=C(C=CC12)C=C1C(C2=CC=CC=C2C1=O)=O ((10-butyl-10H-phenothiazine-3-yl)methylene)-1H-indene-1,3(2H)-Dione